N-((1-methylpiperidin-4-yl)methyl)-5-(quinazolin-6-yl)-7H-pyrrolo[2,3-d]pyrimidin-2-amine CN1CCC(CC1)CNC=1N=CC2=C(N1)NC=C2C=2C=C1C=NC=NC1=CC2